CN(CC[O-])C.[Na+] sodium 2-(dimethylamino)ethoxide